N6-(tert-butoxycarbonyl)-N2-{[(9H-fluoren-9-yl)methoxy]carbonyl}-D-lysine C(C)(C)(C)OC(=O)NCCCC[C@@H](NC(=O)OCC1C2=CC=CC=C2C=2C=CC=CC12)C(=O)O